2-({4-[2-(4-Chloro-2-fluorophenyl)-2-methyl-1,3-benzodioxol-4-yl]piperidin-1-yl}methyl)-1-[(2S)-oxetan-2-ylmethyl]-1H-benzimidazole-6-carboxylic acid ClC1=CC(=C(C=C1)C1(OC2=C(O1)C=CC=C2C2CCN(CC2)CC2=NC1=C(N2C[C@H]2OCC2)C=C(C=C1)C(=O)O)C)F